OC1=C(C=C(C=C1)CCC)C 4-hydroxy-3-methyl-phenyl-propan